COC(CN(C([C@H](C)NC(CCNC(OCC1C2=CC=CC=C2C=2C=CC=CC12)=O)=O)=O)CC(CC)C)OC (9H-fluoren-9-yl)methyl 3-((2S)-1-((2,2-dimethoxyethyl)(2-methylbutyl)amino)-1-oxopropan-2-ylamino)-3-oxopropylcarbamate